1-(7-methyl-2-(3-methylisoxazol-4-yl)-3-(4-(4-methylpiperazin-1-yl)phenyl)quinolin-5-yl)ethan-1-ol CC1=CC(=C2C=C(C(=NC2=C1)C=1C(=NOC1)C)C1=CC=C(C=C1)N1CCN(CC1)C)C(C)O